C(OC1=CC(=CC=C1)C)([O-])=O dl-m-cresyl carbonate